ClC=1C=CC2=C([C@H](C[C@H](O2)C(=O)NC23CC(C2)(C3)NC(COC3=CC(=C(C=C3)Cl)F)=O)O)C1 (2S,4S)-6-chloro-N-{3-[2-(4-chloro-3-fluorophenoxy)acetamido]bicyclo[1.1.1]pentan-1-yl}-4-hydroxy-3,4-dihydro-2H-1-benzopyran-2-carboxamide